C1(CC1)C=1C=C(C(=NC1)C1=NC2=C(N=NC(=C2)C(F)(F)F)N1C)S(=O)(=N)CC [5-cyclopropyl-2-[7-methyl-3-(trifluoromethyl)imidazo[4,5-c]pyridazin-6-yl]-3-pyridyl]-ethyl-imino-oxo-λ6-sulfane